4-({[3-(4-methoxyphenyl)-4-oxo-3,4,5,6,7,8-hexahydro[1]benzothieno[2,3-d]pyrimidin-2-yl]thio}methyl)benzoic acid COC1=CC=C(C=C1)N1C(=NC2=C(C1=O)C1=C(S2)CCCC1)SCC1=CC=C(C(=O)O)C=C1